CC=1N(C2=CC=CC=C2C1)CCC 2-methyl-1-propanylindole